O=C1NC(CCC1N1C(C2=CC(=C(C=C2C1=O)CN(C1CCN(CC1)C1=CC=C(C(=O)NC2=CC(=C(C=C2)C)NC2=NC=CC(=N2)C=2C=NC=CC2)C=C1)C)F)=O)=O 4-(4-(((2-(2,6-dioxopiperidin-3-yl)-6-fluoro-1,3-dioxoisoindolin-5-yl)methyl)(methyl)amino)piperidin-1-yl)-N-(4-methyl-3-((4-(pyridin-3-yl)pyrimidin-2-yl)amino)phenyl)benzamide